(R)-4-amino-1-(4-bromo-2,6-dichlorophenyl)-N-(5-(1-(methylamino)ethyl)pyridin-3-yl)-6-oxo-1,6-dihydropyrimidine-5-carboxamide NC=1N=CN(C(C1C(=O)NC=1C=NC=C(C1)[C@@H](C)NC)=O)C1=C(C=C(C=C1Cl)Br)Cl